ClC=1C(=C(CN2[C@@H](C[C@@](CC2)(C(=O)O)CC2=NC(=CC(=C2F)C(=O)N2CCN(CC2)C)NC2=NNC(=C2)C)C)C=CC1)F (2R,4R)-1-(3-chloro-2-fluorobenzyl)-4-((3-fluoro-6-((5-methyl-1H-pyrazol-3-yl)amino)-4-(4-methylpiperazine-1-carbonyl)pyridin-2-yl)methyl)-2-methylpiperidine-4-carboxylic acid